1-(2-((1R,3S,5R)-3-(5'-acetyl-2'-chloro-2-fluorobiphenyl-3-ylcarbamoyl)-2-azabicyclo[3.1.0]hex-2-yl)-2-oxoethyl)-5-(2-methylpyrimidin-5-yl)-1H-pyrazolo[3,4-d]thiazole-3-carboxamide C(C)(=O)C=1C=CC(=C(C1)C1=C(C(=CC=C1)NC(=O)[C@H]1N([C@@H]2C[C@@H]2C1)C(CN1N=C(C2=C1N=C(S2)C=2C=NC(=NC2)C)C(=O)N)=O)F)Cl